1,6-dimethyl-1H-pyrazolo[3,4-d]pyrimidine CN1N=CC=2C1=NC(=NC2)C